1,3,5-tricyano-2-fluoro-4,6-dichlorobenzene C(#N)C1=C(C(=C(C(=C1Cl)C#N)Cl)C#N)F